CC1(OB(OC1(C)C)C1=CC=C(C=C1)NC(=O)NC1=NC=CC(=C1)N1CC(C1)NC([O-])=O)C N-{1-[2-({[4-(4,4,5,5-tetramethyl-1,3,2-dioxaborolan-2-yl)phenyl]carbamoyl}amino)pyridin-4-yl]azetidin-3-yl}carbamate